CN1N=NC(=C1SC)C(C)=O 1-(1-methyl-5-(methylthio)-1H-1,2,3-triazol-4-yl)ethan-1-one